C(C)(C)(C)OC(NCC1(CCN(CC1)CC1=CC=CC=C1)C1=NC=CN=C1)=O ((1-benzyl-4-(pyrazin-2-yl)piperidin-4-yl)methyl)carbamic acid tert-butyl ester